CC=1SC2=C(N1)C=C(C=C2)C2NCCC(C2)C 2-methyl-5-(4-methylpiperidin-2-yl)benzo[d]thiazole